((1R,SR)-6-(7-(5-chloroisoquinolin-4-yl)-6,8-difluoro-2-((tetrahydro-1H-pyrrolizin-7a(5H)-yl)methoxy)quinazolin-4-yl)-2,6-diazabicyclo[3.2.0]hept-2-yl)prop-2-en-1-one ClC1=C2C(=CN=CC2=CC=C1)C1=C(C=C2C(=NC(=NC2=C1F)OCC12CCCN2CCC1)N1[C@H]2CCN([C@@H]2C1)C(C=C)=O)F |&1:33|